C1=CC=CC2=CC3=CC=CC=C3C(=C12)COC(N(CC)CC)=O.C(#N)C1=CNC2=C(C=CC(=C12)C)C1=C(C=CC=C1)S(=O)(=O)N (3-cyano-4-methyl-1H-indol-7-yl)benzenesulfonamide 9-Anthranylmethyl-N,N-diethylcarbamate